OCCOC1=CC=C(C=C1)C1(C2=CC=CC=C2C2=CC=C(C(=C12)C=CC(=O)O)C=CC(=O)O)C1=CC=C(C=C1)OCCO.BrC=1C(=C(OCCN2CCOCC2)C=CC1)C 4-(2-(3-bromo-2-methylphenoxy)ethyl)morpholine 9,9-Bis[4-(2-hydroxyethoxy)phenyl]fluorenediacrylate